C(C)(C)(C)OC(=O)N1CCC2(CC(C2)OC2=C(C=C(C=C2)C(F)(F)F)F)CC1 2-[2-fluoro-4-(trifluoromethyl)phenoxy]-7-azaspiro[3.5]Nonane-7-carboxylic acid tert-butyl ester